N(=[N+]=[N-])[C@@H](C(=O)OCC)[C@@H](C1=CC=CC=C1)O ethyl (2R,3R)-2-azido-3-hydroxy-3-phenylpropanoate